N,N,1-trimethyl-3-oxocyclobutane-1-carboxamide CN(C(=O)C1(CC(C1)=O)C)C